(2S)-3-{[{amino-[(carboxymethyl)-(methyl)amino]-methylidene}-amino]sulfanyl}-2-acetamido-propanoic acid NC(N(C)CC(=O)O)=NSC[C@H](C(=O)O)NC(C)=O